NCC1=CC=C2C=C(N(C2=C1)C(=O)OC(C)(C)C)CN(CC1CCC1)C(=O)OC(C)(C)C Tert-butyl 6-(aminomethyl)-2-(((tert-butoxycarbonyl)(cyclobutylmethyl)amino)methyl)-1H-indole-1-carboxylate